C(C)OC(CCC(=O)C1=NC2=CC(=CC=C2C(=C1O)C#N)C1=CC=CC2=CC=CC=C12)=O 4-(4-cyano-3-hydroxy-7-naphthalen-1-yl-quinolin-2-yl)-4-oxo-butyric acid ethyl ester